methyl 3-[2,6-bis(benzyloxy)pyridine-3-amido]-4-hydroxybenzoate C(C1=CC=CC=C1)OC1=NC(=CC=C1C(=O)NC=1C=C(C(=O)OC)C=CC1O)OCC1=CC=CC=C1